2-amino-N-((6-cyano-2-methyl-3-pyridinyl)methyl)-3-methyl-N-((1R)-1-(2-pyrimidinyl)ethyl)-6-quinolinecarboxamide NC1=NC2=CC=C(C=C2C=C1C)C(=O)N([C@H](C)C1=NC=CC=N1)CC=1C(=NC(=CC1)C#N)C